COC(C1=NC(=CC(=C1)C(F)(F)F)Cl)=O 6-chloro-4-(trifluoromethyl)picolinic acid methyl ester